N,N,N',N'-tetrakis-(2-hydroxypropyl)-ethylene-diamine OC(CN(CCN(CC(C)O)CC(C)O)CC(C)O)C